[O-]S(=O)(=O)C(F)(F)F.C(CCCCCC)[N+]1=CC(=CC=C1)C 1-heptyl-3-methylpyridinium triflate